FC(OC1=C(C=O)C=CC(=C1)C1=NN(C(=C1)C1=CC=CC=C1)CC)F 2-(difluoromethoxy)-4-(1-ethyl-5-phenyl-1H-pyrazol-3-yl)benzaldehyde